C(C)OC(C1=C(N=CC=C1)C(F)(F)F)=O 2-(trifluoromethyl)nicotinic acid ethyl ester